N-((3aR,5s,6aS)-2-(5-(3-cyano-6-ethoxypyrazolo[1,5-a]pyridin-4-yl)pyridin-2-yl)-5-methyl-octahydrocyclopenta[c]pyrrol-5-yl)-5-fluoro-2-methylbenzamide C(#N)C=1C=NN2C1C(=CC(=C2)OCC)C=2C=CC(=NC2)N2C[C@@H]1[C@H](C2)CC(C1)(C)NC(C1=C(C=CC(=C1)F)C)=O